(2R,4R)-6-chloro-4-hydroxy-N-[3-(4-{(3R)-3-[(trifluoromethoxy)methyl]pyrrolidine-1-carbonyl}-1H-pyrazol-1-yl)bicyclo[1.1.1]pentan-1-yl]-3,4-dihydro-2H-1-benzopyran-2-carboxamide ClC=1C=CC2=C([C@@H](C[C@@H](O2)C(=O)NC23CC(C2)(C3)N3N=CC(=C3)C(=O)N3C[C@@H](CC3)COC(F)(F)F)O)C1